4-(Aminomethyl)-N'-(1,2,3,5,6,7-hexahydro-s-indacen-4-ylcarbamoyl)-benzenesulfonimidamide NCC1=CC=C(C=C1)S(=O)(N)=NC(NC1=C2CCCC2=CC=2CCCC12)=O